CS(=O)(=O)N[C@@H]([C@@H](C)CC)C(=O)NCCNC(NC1=CC=C(C=C1)N=C=S)=S methylsulfonyl-N1-(2-{[(4-isothiocyanatophenyl)thiocarbamoyl]amino}ethyl)-L-isoleucine amide